trans-4-[2-(methylsulfonyl)ethyl]cyclohexanamine TFA salt OC(=O)C(F)(F)F.CS(=O)(=O)CC[C@@H]1CC[C@H](CC1)N